C(#N)C1=CC(=C(C=C1F)NS(=O)(=O)C1=CNC2=CC(=CC=C12)OC)OC N-(4-cyano-5-fluoro-2-methoxyphenyl)-6-methoxy-1H-indole-3-sulfonamide